NC=1N=CC=2C(C3=C(NC2C1)C(N1C(=C3C)C(NC1(C1=CC=CC=C1)C)=O)=O)=O D-8-amino-3,12-dimethyl-3-phenyl-2,3-dihydroimidazo[1',5':1,6]pyrido[3,4-B][1,6]naphthyridine-1,5,11(6H)-trione